2-methyl-2-(methanesulfonyl)-N-((tetrahydro-2H-pyran-2-yl)oxy)-4-(4-(4-(thiophen-2-ylethynyl)phenyl)-3,6-dihydropyridin-1(2H)-yl)butanamide CC(C(=O)NOC1OCCCC1)(CCN1CCC(=CC1)C1=CC=C(C=C1)C#CC=1SC=CC1)S(=O)(=O)C